tert-butyl (2-hydroxy-2-(4-nitrophenyl)ethyl)carbamate OC(CNC(OC(C)(C)C)=O)C1=CC=C(C=C1)[N+](=O)[O-]